(1-(3-(pyrimidine-4-carboxamido)phenyl)-1H-1,2,3-triazol-4-yl)isonicotinic acid N1=CN=C(C=C1)C(=O)NC=1C=C(C=CC1)N1N=NC(=C1)C1=C(C(=O)O)C=CN=C1